C(C)(C)N1C(NCC1C1=CC=C(C=C1)C#CC1=CC=C(C=C1)CNC1COCC1)=O 3-isopropyl-4-(4-((4-(((tetrahydrofuran-3-yl)amino)methyl)phenyl)ethynyl)phenyl)imidazolin-2-one